ethyl 2-(4-methyl-3-{[(2Z)-3-{[2-(trimethylsilyl)ethoxy]methyl}-2,3-dihydro-1,3-benzothiazol-2-ylidene]amino}-5H,6H,7H-pyrrolo[2,3-c]pyridazin-7-yl)-1,3-thiazole-4-carboxylate CC=1C2=C(N=NC1\N=C\1/SC3=C(N1COCC[Si](C)(C)C)C=CC=C3)N(CC2)C=2SC=C(N2)C(=O)OCC